manganic tetroxide [O-2].[O-2].[O-2].[O-2].[Mn+3]